3-[2-(5-chloro-7-cyclopropyl-1-methylindazol-4-yl)ethynyl]-5-(methylamino)-1-[(3S)-1-(prop-2-enoyl)pyrrolidin-3-yl]pyrazole-4-carboxamide ClC=1C(=C2C=NN(C2=C(C1)C1CC1)C)C#CC1=NN(C(=C1C(=O)N)NC)[C@@H]1CN(CC1)C(C=C)=O